FC=1C=C(C=C(C1F)F)C=1N=NN(C1)[C@@H]1[C@H]([C@@H](SC=2C(=NC=C(C2)Cl)C2=NC=CC=C2)O[C@@H]([C@@H]1O)CO)OC 5-Chloro-2-(pyridin-2-yl)pyridin-3-yl 3-deoxy-3-[4-(3,4,5-trifluorophenyl)-1H-1,2,3-triazol-1-yl]-2-O-methyl-1-thio-α-D-galactopyranoside